methyl-4-[(1S)-1-[[4-[[4-(trifluoromethyl)phenyl]methyl]pyrazolo[1,5-a]pyridine-3-carbonyl]amino]ethyl]benzoate COC(C1=CC=C(C=C1)[C@H](C)NC(=O)C=1C=NN2C1C(=CC=C2)CC2=CC=C(C=C2)C(F)(F)F)=O